2-[(2,2,3,3-tetrafluoro-2,3-dihydro-1,4-benzodioxin-6-yl)sulfonyl]-1H,2H,3H,4H,5H,6H-pyrrolo[3,4-c]pyrrole TFA salt OC(=O)C(F)(F)F.FC1(C(OC2=C(O1)C=CC(=C2)S(=O)(=O)N2CC=1CNCC1C2)(F)F)F